ClC=1SC(=CN1)CN(C(C1=C(C=C(C=C1)C1=NOC(C1)(C(F)(F)F)C1=CC(=C(C(=C1)Cl)F)Cl)C)=O)CCCC N-((2-chlorothiazol-5-yl)methyl)-4-(5-(3,5-dichloro-4-fluorophenyl)-5-(trifluoromethyl)-4,5-dihydroisoxazol-3-yl)-2-methyl-N-butylbenzamide